NC=1C=CC(=C2CN(C(C12)=O)C(\C=C\C)=O)C=1C=C2C(=NNC2=CC1)C1=CC=CC=C1 7-amino-2-[(2E)-but-2-enoyl]-4-(3-phenyl-1H-indazol-5-yl)-2,3-dihydro-1H-isoindol-1-one